O1C[C@@H]([C@H]2[C@@H]1OCC2)OC(N[C@H]([C@@H](CN(CC(C)C)S(=O)(=O)C2=CC=C(C=C2)N)O)CC2=CC=CC=C2)=O [(1S,2R)-3-[[(4-aminophenyl)sulfonyl](2-methylpropyl)amino]-2-hydroxy-1-(phenylmethyl)-propyl]-carbamic acid (3R,3aS,6aR)-hexahydrofuro[2,3-b]furan-3-yl ester